FC1([C@@H](O[C@@H]([C@H]1O)CO)N1C=NC=2C(=O)NC(N)=NC12)F deoxy-2',2'-difluoroguanosine